C(C(=O)O)(=O)O.C1OCC12OCCNC2.C2OCC21OCCNC1 2,5-Dioxa-8-azaspiro[3.5]nonane hemioxalate